4-[3-[2,6-Dichloro-4-[6-(difluoromethoxy)-2-azaspiro[3.3]heptan-2-yl]benzoyl]-2,4-dihydro-1,3-benzoxazin-8-yl]-5-fluoro-2-(3-oxa-8-azabicyclo[3.2.1]octan-8-yl)benzoic acid ClC1=C(C(=O)N2COC3=C(C2)C=CC=C3C3=CC(=C(C(=O)O)C=C3F)N3C2COCC3CC2)C(=CC(=C1)N1CC2(C1)CC(C2)OC(F)F)Cl